P(=O)(OCCN(C(CN(C(C1=CN=C(C(=C1)[N+](=O)[O-])SC)=O)CC#C)=O)CC#C)(OCC[N+](C)(C)C)[O-] 2-(2-(6-(methylthio)-5-nitro-N-(prop-2-yn-1-yl)nicotinamido)-N-(prop-2-yn-1-yl)acetamido)ethyl (2-(trimethylammonio)ethyl) phosphate